N(=[N+]=[N-])CC1=CC=C(C=C1)N[C@@H](C)C(=O)O p-azidomethyl-N-phenylalanine